ClC1=CC(=NN1C)[C@@H]1[C@H](C(N(C1)C)=O)C(=O)NC1=C(C(=CC=C1)F)OC(F)F (3S,4R)-4-(5-chloro-1-methyl-pyrazol-3-yl)-N-[2-(difluoromethoxy)-3-fluoro-phenyl]-1-methyl-2-oxo-pyrrolidine-3-carboxamide